N,N-dimethyl-n-octadecylamine CN(C)CCCCCCCCCCCCCCCCCC